OCC(CO)CO 2-(Hydroxymethyl)-propan-1,3-diol